C(#N)CN1N=C(C(=C1)NC(=O)C=1C=NN2C1N=CC=C2)C2=C(C=CC(=C2)S(=O)(=O)C(F)F)OC(F)F N-[1-(cyanomethyl)-3-[2-(difluoromethoxy)-5-(difluoromethylsulfonyl)phenyl]pyrazol-4-yl]pyrazolo[1,5-a]pyrimidine-3-carboxamide